N-(5-(2-(((1r,4r)-4-aminocyclohexyl)amino)-8-ethylquinazolin-6-yl)-6-methoxypyridin-2-yl)cyclopropanesulfonamide NC1CCC(CC1)NC1=NC2=C(C=C(C=C2C=N1)C=1C=CC(=NC1OC)NS(=O)(=O)C1CC1)CC